3-(4-(3-amino-5-chloropyridin-2-yl)-3-(4-chlorophenyl)piperazine-1-carbonyl)cyclobutanecarboxylic acid NC=1C(=NC=C(C1)Cl)N1C(CN(CC1)C(=O)C1CC(C1)C(=O)O)C1=CC=C(C=C1)Cl